1-(tert-butyl)-N-(4-(2-(cyclopropanecarboxamido)pyridin-4-yl)-2-methylbenzyl)-1H-imidazole-4-carboxamide C(C)(C)(C)N1C=NC(=C1)C(=O)NCC1=C(C=C(C=C1)C1=CC(=NC=C1)NC(=O)C1CC1)C